2-((4-(1-([1,1'-biphenyl]-4-yl)-2-oxo-1,2-dihydro-3H-imidazo[4,5-b]pyridin-3-yl)-4-methylpiperidin-1-yl)methyl)-1-methyl-1H-imidazole-5-carboxylic acid tert-butyl ester C(C)(C)(C)OC(=O)C1=CN=C(N1C)CN1CCC(CC1)(C)N1C(N(C=2C1=NC=CC2)C2=CC=C(C=C2)C2=CC=CC=C2)=O